5-(2-fluoro-6-hydroxy-3-(1-(2-hydroxyethyl)-1H-pyrazol-4-yl)phenyl)-1,2,5-thiadiazolidin-3-one 1,1-dioxide FC1=C(C(=CC=C1C=1C=NN(C1)CCO)O)N1CC(NS1(=O)=O)=O